methyl 2-(5-bromo-3-fluoropyridin-2-yl)-2-methanesulfonylacetate BrC=1C=C(C(=NC1)C(C(=O)OC)S(=O)(=O)C)F